3-(12-(propylamino)-12-oxododecanamido)propanoic acid C(CC)NC(CCCCCCCCCCC(=O)NCCC(=O)O)=O